2-(3-(4,4,5,5-tetramethyl-1,3,2-dioxaborolan-2-yl)phenyl)-1H-benzo[d]imidazole CC1(OB(OC1(C)C)C=1C=C(C=CC1)C1=NC2=C(N1)C=CC=C2)C